trans-2-(4-chloro-2-methylphenoxy)-N-(4-(2-(4-chlorophenoxy)acetamido)cyclohexyl)acetamide ClC1=CC(=C(OCC(=O)N[C@@H]2CC[C@H](CC2)NC(COC2=CC=C(C=C2)Cl)=O)C=C1)C